2-(2-(cyclopropanesulfonylamino)pyrimidin-4-yl)-N-(5-(6-ethoxypyrazin-2-yl)pyridin-2-yl)-2-methylbutanamide C1(CC1)S(=O)(=O)NC1=NC=CC(=N1)C(C(=O)NC1=NC=C(C=C1)C1=NC(=CN=C1)OCC)(CC)C